C(=O)=C1N(CCC=2C3=CC=CC=C3NC12)C(CC1=C(C=CC=C1)F)=O carbonyl-N-o-fluorophenylacetyl-1,3,4,9-tetrahydro-beta-carboline